2-(3-chlorodibenzo[b,d]furan-1-yl)-4,4,5,5-tetramethyl-1,3,2-dioxaborolane ClC=1C=C(C2=C(OC3=C2C=CC=C3)C1)B1OC(C(O1)(C)C)(C)C